FC(C(=O)O)(F)F.C(C)OC1=NC=CC=C1C1=CC(=C2C(=N1)C(=NN2C(C)C)C)NCC=2N=CN(C2)C 5-(2-ethoxypyridin-3-yl)-1-isopropyl-3-methyl-N-((1-methyl-1H-imidazol-4-yl)methyl)-1H-pyrazolo[4,3-b]pyridin-7-amine 2,2,2-trifluoroacetate